ClC1=CC=C(C=C1)C1(CN(CC1)C(=O)OC(C)(C)C)NS(=O)(=O)C1=CC=C(C=C1)OC(F)(F)F tert-butyl 3-(4-chlorophenyl)-3-((4-(trifluoromethoxy)phenyl)sulfonamido)pyrrolidine-1-carboxylate